1-heptadecanoyl-2-(7Z,10Z,13Z,16Z-docosatetraenoyl)-glycero-3-phosphocholine CCCCCCCCCCCCCCCCC(=O)OC[C@H](COP(=O)([O-])OCC[N+](C)(C)C)OC(=O)CCCCC/C=C\C/C=C\C/C=C\C/C=C\CCCCC